FC1(CCN(CC1)C=1C=C(C=C2C=CC=NC12)\C=C(/F)\C1=C(C=C(C=C1)NS(=O)(=O)CC(=O)OCC)N1CCC2(CC2)CC1)F ethyl 2-{[(4-{(1Z)-2-[8-(4,4-difluoropiperidinyl)(6-quinolinyl)]-1-fluorovinyl}-3-(6-Azaspiro[2.5]oct-6-yl)phenyl)amino]sulfonyl}acetate